3-Ethoxy-5-{2-[2-(7-methylchinolin-8-sulfonamido)phenyl]ethynyl}pyridin C(C)OC=1C=NC=C(C1)C#CC1=C(C=CC=C1)NS(=O)(=O)C=1C(=CC=C2C=CC=NC12)C